O=C(CN1C(C2=CC=CC=C2C1=O)=O)N1C(C=C(C2=CC=CC=C12)C)(C)C 2-[2-Oxo-2-(2,2,4-trimethyl-1(2H)-quinolinyl)ethyl]-1H-isoindole-1,3(2H)-dione